Tert-butyl (2-((tert-butoxycarbonyl)amino)ethyl)(pyrrolidin-3-ylmethyl)carbamate C(C)(C)(C)OC(=O)NCCN(C(OC(C)(C)C)=O)CC1CNCC1